((2-aminothiazol-5-yl)thio)-2,6-dimethoxy-4-methylbenzoic acid NC=1SC(=CN1)SC=1C(=C(C(=O)O)C(=CC1C)OC)OC